C1C=C[C@H]([C@H]2C1=NC3=CC=CC=C3N2)C(=O)[O-] The molecule is a monocarboxylic acid anion that is the conjugate base of (1R,10aS)-1,4,10,10a-tetrahydrophenazine-1-carboxylic acid, obtained by deprotonation of the carboxy group; major species at pH 7.3. It is a monocarboxylic acid anion and an aromatic amino-acid anion. It is a conjugate base of a (1R,10aS)-1,4,10,10a-tetrahydrophenazine-1-carboxylic acid.